COC(CCC1=CC(=C(C(=C1)Cl)CC1=C(C(=C(C=C1)O)C(=C)C1=CC=C(C=C1)F)F)Cl)=O 3-(3,5-dichloro-4-(2-fluoro-3-(1-(4-fluorophenyl)vinyl)-4-hydroxybenzyl)phenyl)propanoic acid methyl ester